(R)-N-((R)-1'-(4-cyano-6-methylpyrimidin-2-yl)-2,3-dihydrospiro[indene-1,4'-piperidin]-2-yl)-2-methylpropan-2-sulfinamide C(#N)C1=NC(=NC(=C1)C)N1CCC2(CC1)[C@@H](CC1=CC=CC=C12)N[S@](=O)C(C)(C)C